2-(9-ethyl-6-((2S,5R)-4-(1-(2-isopropylbenzo[d]thiazol-5-yl)ethyl)-2,5-dimethyl-piperazin-1-yl)-3-methyl-2-oxo-3,9-dihydro-2H-purin-8-yl)acetonitrile C(C)N1C=2N(C(N=C(C2N=C1CC#N)N1[C@H](CN([C@@H](C1)C)C(C)C=1C=CC2=C(N=C(S2)C(C)C)C1)C)=O)C